tert-butyl (5-(2-(3-fluoropyridin-2-yl)-6-(2H-1,2,3-triazol-2-yl)-1H-imidazo[4,5-c]pyridin-1-yl)tetrahydro-2H-pyran-3-yl)carbamate FC=1C(=NC=CC1)C=1N(C2=C(C=NC(=C2)N2N=CC=N2)N1)C1CC(COC1)NC(OC(C)(C)C)=O